FC1=C(C(=CC=C1)C)N1N=C2C(=CC1=O)NN=C2C2=CC=C(C=C2)N2CCC(CC2)N2CCN(CC2)C 5-(2-Fluoro-6-methylphenyl)-3-(4-(4-(4-methylpiperazin-1-yl)piperidin-1-yl)phenyl)-1H-pyrazolo[4,3-c]pyridazin-6(5H)-on